ClC=1C=C2C=NC(=NC2=CC1N1C(CC(CC1)(C)O)C)N(C(OC(C)(C)C)=O)C=1C=NN(C1C)C1CC1 Tert-butyl (6-chloro-7-(4-hydroxy-2,4-dimethylpiperidin-1-yl)quinazolin-2-yl)(1-cyclopropyl-5-methyl-1H-pyrazol-4-yl)carbamate